S(=O)(=O)([O-])[O-].[Al+3].S(=O)(=O)([O-])[O-].S(=O)(=O)([O-])[O-].[Al+3] aluminium (sulphate)